1-Methyl-7-oxabicyclo[2.2.1]hept-2,5-diene-2,3-dicarboxylic acid dimethyl ester COC(=O)C=1C2(C=CC(C1C(=O)OC)O2)C